BrC=1C=C2C(CC(C2=CC1)=O)C(F)(F)F 5-bromo-3-(trifluoromethyl)-2,3-dihydro-1H-inden-1-one